aluminum monolactate C(C(O)C)(=O)[O-].[Al+]